phosphaguanine N1P(N)N=C2N=CN=C2C1=O